styryl (p-tolyl) thioether C1(=CC=C(C=C1)SC=CC1=CC=CC=C1)C